rel-1-((3aS,5R,6aS)-5-(4-((4-([1,2,4]triazolo[1,5-a]pyridin-7-yloxy)-2-fluoro-5-methylphenyl)amino)pyrido[3,2-d]pyrimidin-6-yl)hexahydrocyclopenta[b]pyrrol-1(2H)-yl)prop-2-en-1-one N=1C=NN2C1C=C(C=C2)OC2=CC(=C(C=C2C)NC=2C1=C(N=CN2)C=CC(=N1)[C@@H]1C[C@@H]2[C@@H](N(CC2)C(C=C)=O)C1)F |o1:28,30,31|